BrCCCCC 1-bromopentane